5-fluoro-N-(4-methylpyridin-3-yl)-4-(3-oxo-5,6,7,8-tetrahydro[1,2,4]triazolo[4,3-a]pyridin-2(3H)-yl)-2-[(2S)-pent-2-yloxy]benzamide FC=1C(=CC(=C(C(=O)NC=2C=NC=CC2C)C1)O[C@@H](C)CCC)N1N=C2N(CCCC2)C1=O